NC1=NC=NC=2C3=C(C(C(C12)(C)C)=O)C=C(C=C3)O[C@@H]3CC[C@H](CC3)NC(OC(C)(C)C)=O tert-butyl N-[trans-4-(4-amino-5,5-dimethyl-6-oxo-benzo[h]quinazolin-8-yl)oxycyclohexyl]carbamate